tert-butyl (3R)-3-[[1-[2-(methoxymethoxy)-4-(trifluoromethyl)phenyl]-pyrido[3,4-d]pyridazin-4-yl]amino]piperidine-1-carboxylate COCOC1=C(C=CC(=C1)C(F)(F)F)C1=C2C(=C(N=N1)N[C@H]1CN(CCC1)C(=O)OC(C)(C)C)C=NC=C2